(2R,4aS,4bR,6aS,7R,11aS,11bR,13aR)-2-hydroxy-2,6a-dimethyl-N-phenyloctadecahydro-1H-cyclohepta[a]phenanthrene-7-carboxamide O[C@@]1(CC[C@@H]2[C@H]3CC[C@]4([C@H]([C@@H]3CC[C@@H]2C1)CCCC[C@H]4C(=O)NC4=CC=CC=C4)C)C